ClC1=CC(=C(COC2=CC=C(C(=N2)C2[C@H]3CN(C[C@@H]23)CC2=NC3=C(N2C[C@H]2OCC2)C=C(C=C3)C(=O)OC)F)C=C1)F methyl 2-(((1R,5S,6S)-6-(6-((4-chloro-2-fluorobenzyl)oxy)-3-fluoropyridin-2-yl)-3-azabicyclo[3.1.0]hexan-3-yl)methyl)-1-(((S)-oxetan-2-yl)methyl)-1H-benzo[d]imidazole-6-carboxylate